2-(4-fluoro-3-methylisoquinolin-1-yl)-2-methylpropanenitrile FC1=C(N=C(C2=CC=CC=C12)C(C#N)(C)C)C